OC1=C2C(OCC2=C(C(=C1C/C=C(/CCC(=O)OCCN1CCOCC1)\C)OC)C)=O 2-morpholinoethyl (E)-6-(1,3-dihydro-4-hydroxy-6-methoxy-7-methyl-3-oxo-5-isobenzofuranyl)-4-methyl-4-hexenoate